6-acetyl-8-cyclopentyl-5-methyl-2-((5-(piperidin-4-yl)pyridin-2-yl)amino)pyrido[2,3-d]Pyrimidine C(C)(=O)C1=C(C2=C(N=C(N=C2)NC2=NC=C(C=C2)C2CCNCC2)N(C1)C1CCCC1)C